3-(1-methylethyl)-1H-2,1,3-benzothiadiazin-4(3H)-one 2,2-dioxide CC(C)N1S(NC2=C(C1=O)C=CC=C2)(=O)=O